niobium pentaethanolate C(C)[O-].C(C)[O-].C(C)[O-].C(C)[O-].C(C)[O-].[Nb+5]